Cl.N1CC(CC1)S(=O)(=O)N pyrrolidine-3-sulfonylamine hydrochloride